N1(N=CN=C1)C[C@H](C)OC=1C=C(C=CC1Cl)C=1C=NC(=NC1)NC=1C(=NN(C1)C1CCC(CC1)N1CCOCC1)OCC1=CC=NN1C 5-(3-(((S)-1-(1H-1,2,4-triazol-1-yl)propan-2-yl)oxy)-4-chlorophenyl)-N-(3-((1-methyl-1H-pyrazol-5-yl)methoxy)-1-((1r,4r)-4-morpholinocyclohexyl)-1H-pyrazol-4-yl)pyrimidin-2-amine